diphthalic acid lithium borate B([O-])([O-])[O-].[Li+].C(C=1C(C(=O)O)=CC=CC1)(=O)O.C(C=1C(C(=O)O)=CC=CC1)(=O)O.[Li+].[Li+]